ClC1=CC(=NC(=C1)NC1=C(C=CC=C1)O)C(=O)N(C)C1CC2=CC=CC=C2C1 4-Chloro-N-(2,3-dihydro-1H-inden-2-yl)-6-((2-hydroxyphenyl)amino)-N-methyl-pyridineamide